ClC1=C(C(=C(C(=C1C(C1(COC1)CC)OC(C1=C(C(=C(C(=C1Cl)Cl)Cl)Cl)Cl)C1(COC1)CC)Cl)Cl)Cl)Cl pentachlorophenyl-(3-ethyl-3-oxetylmethyl) ether